N-p-methoxybenzylideneammonia COC1=CC=C(C=N)C=C1